thiazolo[5,4-c]pyridin N1=CSC=2C=NC=CC21